dimethyl-[5,6-dihydro-2-[3-methyl-1-(1-methylethyl)-1H-1,2,4-triazol-5-yl]imidazo[1,2-d][1,4]benzoxazepin-9-yl]-1H-pyrazole-1-acetamide CC(C(=O)N)(N1N=C(C=C1)C1=CC2=C(C=3N(CCO2)C=C(N3)C3=NC(=NN3C(C)C)C)C=C1)C